C(C)(C)(C)[Si](C1=CC=C(C(=O)O)C=C1)(F)C(C)(C)C 4-(DI-TERT-BUTYLFLUOROSILYL)BENZOIC ACID